(2-(methyl-((2-palmitoylethoxy)carbonyl)amino)pyridin-3-yl)glycine CN(C1=NC=CC=C1NCC(=O)O)C(=O)OCCC(CCCCCCCCCCCCCCC)=O